NCCN(C=O)C N-(2-aminoethyl)-N-methylformamide